ClC=1C=C(N)C=C(C1OC=1C=NC(=C(C1)C(C)C)OC)Cl 3,5-dichloro-4-((5-isopropyl-6-methoxypyridin-3-yl)oxy)aniline